pyridinium nitrate salt [N+](=O)([O-])[O-].[NH+]1=CC=CC=C1